Br.Br.ClC1=C(C=NN1)C1=CC2=C(C=N1)C(=CN2C[C@H]2N(CC2)C)C(=O)[C@@H]2COC1=CC=C(C=C1C2)OC (6-(5-chloro-1H-pyrazol-4-yl)-1-(((S)-1-methylazetidin-2-yl)methyl)-1H-pyrrolo[3,2-c]pyridin-3-yl)((S)-6-methoxychroman-3-yl)methanone dihydrobromide